NC=1C=CC(=NC1)CCO 2-(5-aminopyridin-2-yl)ethanol